2-((4-((S)-2-(5-chloropyridin-2-yl)-2-methylbenzo[d][1,3]dioxol-4-yl)piperidin-1-yl)methyl)-7-fluoro-5-(5-methyl-4H-1,2,4-triazol-3-yl)-1-(((S)-oxetan-2-yl)methyl)-1H-benzo[d]imidazole ClC=1C=CC(=NC1)[C@@]1(OC2=C(O1)C=CC=C2C2CCN(CC2)CC2=NC1=C(N2C[C@H]2OCC2)C(=CC(=C1)C1=NN=C(N1)C)F)C